trans-2-octaenoic acid C(\C=C\CCCCC)(=O)O